4-(2-(4-((2-(2-oxo-6-azaspiro[3.3]heptane-6-yl)pyrimidin-4-yl)methoxy)phenyl)propane-2-yl)benzaldehyde O=C1CC2(C1)CN(C2)C2=NC=CC(=N2)COC2=CC=C(C=C2)C(C)(C)C2=CC=C(C=O)C=C2